C(C)(C)(C)OC(=O)NCCOCCOCC(=O)OCC 1-Ethyl 2-[2-[2-(tert-butoxycarbonylamino)ethoxy]ethoxy]acetate